C[C@@H]1CN(C[C@@H](C1)N(CC1=CC=C(C=C1)N1CCNCC1)C)C1=C2C=CC=NC2=C(C=C1)C#N 5-[(3S,5R)-3-methyl-5-[methyl-[(4-piperazin-1-ylphenyl)methyl]amino]-1-piperidinyl]quinoline-8-carbonitrile